tert-butyl (R)-(3-(5-(difluoromethyl)-2-fluorophenyl)-5-hydroxypentyl)(methyl)carbamate FC(C=1C=CC(=C(C1)[C@H](CCN(C(OC(C)(C)C)=O)C)CCO)F)F